C(C)[C@]1(C(OCC=2C(N3CC=4N(C5=C(C=C(C=C5C(C4C3=CC21)=O)F)O)C)=O)=O)O (S)-4-ethyl-8-fluoro-4,10-dihydroxy-11-methyl-1,12-dihydro-14H-pyrano[3',4':6,7]indolizino[2,1-b]quinoline-3,6,14(4H,11H)-trione